CC(C=C(C)C)[N-]C(C=C(C)C)C.[K+] potassium bis(trimethylallyl)amide